1-((3-((5-(methylsulfanyl)-1,3,4-thiadiazol-2-yl)carbamoyl)benzo[c]isoxazol-5-yl)methyl)-4-oxo-1,4-dihydroquinoline-3-carboxylic acid tert-butyl ester C(C)(C)(C)OC(=O)C1=CN(C2=CC=CC=C2C1=O)CC1=CC=2C(=NOC2C(NC=2SC(=NN2)SC)=O)C=C1